FC=1C(=NC(=NC1C=1SC=CC1)C1=CNC2=NC(=CN=C21)C)N[C@@H]2[C@H](C1CCC2CC1)C(=O)O (2S,3S)-3-((5-fluoro-2-(3-methyl-5H-pyrrolo[2,3-b]pyrazin-7-yl)-6-(thiophen-2-yl)pyrimidin-4-yl)amino)bicyclo[2.2.2]octane-2-carboxylic acid